(2Z)-2-PHENYL-2-HEXENENITRILE C1(=CC=CC=C1)/C(/C#N)=C/CCC